6-chloro-1-(2,2,2-trifluoroethyl)triazolo[4,5-c]pyridine ClC1=CC2=C(C=N1)N=NN2CC(F)(F)F